C(C1=CC=CC=C1)OC=1C(=C(C=C(C1F)C(F)(F)F)C1=NN(C2=C1C=NC(=C2)N2[C@@H](CN(CC2)C(=O)OC(C)(C)C)C)C)F (R)-tert-Butyl 4-(3-(3-(benzyloxy)-2,4-difluoro-5-(trifluoromethyl)phenyl)-1-methyl-1H-pyrazolo[4,3-c]pyridin-6-yl)-3-methylpiperazine-1-carboxylate